(S)-N-(3-(3-bromophenyl)-1-(methylamino)-1-oxopropan-2-yl)-1-(3-fluorobenzyl)-3-phenyl-1H-pyrazole-5-carboxamide BrC=1C=C(C=CC1)C[C@@H](C(=O)NC)NC(=O)C1=CC(=NN1CC1=CC(=CC=C1)F)C1=CC=CC=C1